pyrimidinylpyrazoleamine N1=C(N=CC=C1)C=1C(=NNC1)N